ON1C(CC(CC1(C)C)OC(CCCCC(=O)OC1CC(N(C(C1)(C)C)O)(C)C)=O)(C)C.FC=1C(=NC=CC1CC=1C=NC=C(C1C)[N+](=O)[O-])SC 3-fluoro-4-[(4-methyl-5-nitropyridin-3-yl)methyl]-2-(methylsulfanyl)pyridine bis(1-oxyl-2,2,6,6-tetramethylpiperidine-4-yl)adipate